2-(4-acetylphenyl)-10-(2,5-dimethylthiazol-4-yl)-7,7-dimethyl-5,12b-dihydro-1H,7H-chromeno[4,3-c][1,2,4]triazolo[1,2-a]pyridazin-1,3(2H)-dione C(C)(=O)C1=CC=C(C=C1)N1C(N2N(CC=C3C2C=2C=CC(=CC2OC3(C)C)C=3N=C(SC3C)C)C1=O)=O